CC(=CC(=O)OC1=CC=C(C=C1)B(O)O)C 4-(2-methylpropenyl)carbonyloxyphenylboronic acid